bromo-3-(but-3-en-1-yloxy)-6-methylpyridine BrC1=NC(=CC=C1OCCC=C)C